C(CC)OC(CCCCCC)O propoxyheptanol